(1s,3s)-3-amino-3-methylthietane 1-oxide bistriflate OS(=O)(=O)C(F)(F)F.OS(=O)(=O)C(F)(F)F.NC1(CS(C1)=O)C